2-chloro-4-(trifluoromethyl)-5-vinylpyridine ClC1=NC=C(C(=C1)C(F)(F)F)C=C